FC=1C=C(C=C2C(=CC(=NC12)C)CO)C1=NC(=NC=C1F)NC1CCN(CC1)S(=O)(=O)C (8-fluoro-6-(5-fluoro-2-((1-(methylsulfonyl)piperidin-4-yl)amino)pyrimidin-4-yl)-2-methylquinolin-4-yl)methanol